NC1=NC(=NC=C1)N1C[C@]([C@@H]([C@@H](C1)F)O)(C)F (3S,4R,5R)-1-(4-aminopyrimidin-2-yl)-3,5-difluoro-3-methylpiperidin-4-ol